COC1=CC=2CCN3C(C2C=C1C(=O)OC)CC=1C=CC(=C(C1C3)OS(=O)(=O)C3=CC=CC=C3)OC Methyl 3,10-dimethoxy-9-(phenylsulfonyloxy)-5,6,7,8,13,13a-hexahydroisoquinolino[3,2-a]isoquinoline-2-carboxylate